1-[bis(dimethylamino)methylene]-1H-1,2,3-triazolo[4,5]pyridinium 3-oxide hexafluorophosphate F[P-](F)(F)(F)(F)F.CN(C)C(=[N+]1N=[N+](C2=C1C=CC=N2)[O-])N(C)C